Methyl 2-oxo-5-(4-((4-((5-(trifluoromethyl)pyridin-2-yl)amino)piperidin-1-yl)sulfonyl)phenyl)indoline-7-carboxylate O=C1NC2=C(C=C(C=C2C1)C1=CC=C(C=C1)S(=O)(=O)N1CCC(CC1)NC1=NC=C(C=C1)C(F)(F)F)C(=O)OC